(2S,3R)-2-methylazetidine-3-ol C[C@@H]1NC[C@H]1O